(R) or (S)-2-(2-hydroxypropan-2-yl)-N'-((3-methyl-2-phenyl-6,7-dihydro-5H-cyclopenta[b]pyridin-4-yl)carbamoyl)thiazole-5-sulfonimidamide OC(C)(C)C=1SC(=CN1)[S@@](=O)(N)=NC(NC1=C2C(=NC(=C1C)C1=CC=CC=C1)CCC2)=O |o1:9|